(Z)-3-((3-butyl-7-(ethylsulfanyl)-1,1-dioxido-5-phenyl-2,3,4,5-tetrahydro-1,2,5-benzothiadiazepin-8-yl)oxy)-2-fluoroacrylic acid C(CCC)C1NS(C2=C(N(C1)C1=CC=CC=C1)C=C(C(=C2)O\C=C(\C(=O)O)/F)SCC)(=O)=O